N-[(1S)-1-cyclopropylethyl]-6-methoxy-5-[3-(trifluoromethoxy)phenyl]pyridine-3-carboxamide C1(CC1)[C@H](C)NC(=O)C=1C=NC(=C(C1)C1=CC(=CC=C1)OC(F)(F)F)OC